P(=O)(OCC)(OCC)O.O1COC=C1C1=COCO1 bi[1,3]dioxol-5-yl diethyl phosphate